C(C)(C)(C)OC(=O)N1CCC=CC1 3,6-dihydropyridin-1(2H)-carboxylic acid tert-butyl ester